O=C1OC(C2=CC=C(C=C12)C(=O)N)=O dioxo-5-isobenzofurancarboxamide